FC1=CC(=C(C=C1)C(=O)C1=C(C2=C(S1)C=C(C=C2)O)OC2=CC=C(C=C2)NC2CN(C2)CCCF)C (4-fluoro-2-methylphenyl)(3-(4-((1-(3-fluoropropyl)azetidin-3-yl)amino)phenoxy)-6-hydroxybenzo[b]thiophen-2-yl)methanone